L-glutamic acid-γ-benzyl ester C1=CC=C(C=C1)COC(=O)CCC(C(=O)O)N